1-(4-aminophenyl-propyl)guanidine NC1=CC=C(C=C1)CCCNC(=N)N